racemic-8-((1S,2S,4R)-bicyclo[2.2.1]Hept-2-yl)-2-(piperidin-4-ylamino)pyrido[2,3-d]Pyrimidin-7(8H)-one [C@H]12[C@H](C[C@H](CC1)C2)N2C(C=CC1=C2N=C(N=C1)NC1CCNCC1)=O |r|